2-(4-((4-(2-(2,6-dioxopiperidin-3-yl)-1-oxoisoindolin-5-yl)piperidin-1-yl)methyl)phenyl)acetic acid O=C1NC(CCC1N1C(C2=CC=C(C=C2C1)C1CCN(CC1)CC1=CC=C(C=C1)CC(=O)O)=O)=O